4-(chloromethyl)-5-methyl-[1,3]dioxol-2-one ClCC=1OC(OC1C)=O